6-(4-amino-4-methylpiperidin-1-yl)-3-(2,3-difluorophenyl)-1H-pyrazolo[3,4-b]pyridine-4-carboxamide NC1(CCN(CC1)C=1C=C(C2=C(N1)NN=C2C2=C(C(=CC=C2)F)F)C(=O)N)C